ClC=1C=CC2=C(N(C[C@H](O2)C(=O)NC23CC(C2)(C3)NC(COC3=CC(=C(C=C3)Cl)F)=O)C)C1 (2S)-6-chloro-N-{3-[2-(4-chloro-3-fluorophenoxy)acetamido]bicyclo[1.1.1]pentan-1-yl}-4-methyl-3,4-dihydro-2H-1,4-benzoxazine-2-carboxamide